COC=1C=C2C(=NC=NC2=CC1OC)OC1=C(C=C(C=C1)C1C=2N(CCC1)N(C(C2C(=O)N)=O)C2=CC=C(C=C2)F)C (4-((6,7-dimethoxyquinazolin-4-yl)oxy)-3-methylphenyl)-1-(4-fluorophenyl)-2-oxo-1,2,4,5,6,7-hexahydropyrazolo[1,5-a]pyridine-3-carboxamide